OC=1C=C(C[C@@H](N)C(=O)O)C=CC1O 3,4-dihydroxyl-D-phenylalanine